ClC1=CC2=C(N(C(C(N=C2C2=CC=CC=C2)C2CCCC2)=O)CCC(=O)OCC)C=C1 ethyl 3-(7-chloro-3-cyclopentyl-2-oxo-5-phenyl-2,3-dihydro-1H-benzo[e][1,4]diazepin-1-yl)propanoate